6-((S)-1-methoxyethyl)-3',6'-dihydro-[3,4'-bipyridine]-1'(2'H)-carboxylate CO[C@@H](C)C1=CC=C(C=N1)C=1CCN(CC1)C(=O)[O-]